C(C1=CC=CC=C1)OC1=CC(=C(C(=C1C(C)=O)Br)Cl)F (6-(benzyloxy)-2-bromo-3-chloro-4-fluorophenyl)ethanone